N-[2-{2-(2-hydroxyethoxy)ethoxy}ethyl]-allylbicyclo[2.2.1]hept-5-ene-2,3-dicarboximide OCCOCCOCCN1C(=O)C2C3(C=CC(C2C1=O)C3)CC=C